C(C1=CC=CC=C1)(=O)OC[C@]1(O[C@H](COC1)N1C2=NC=NC(=C2N=C1)N(C(C1=CC=CC=C1)=O)C(C1=CC=CC=C1)=O)COC(C1=CC=CC=C1)(C1=CC=C(C=C1)OC)C1=CC=C(C=C1)OC [(2R,6R)-2-[[bis(4-methoxyphenyl)-phenyl-methoxy]methyl]-6-[6-(dibenzoylamino)-purin-9-yl]-1,4-dioxan-2-yl]methyl benzoate